3-chloro-N-[5-(7-fluoro-1H-benzimidazol-2-yl)-1-methyl-pyrazol-3-yl]-4-(2-methoxyethoxy)benzamide ClC=1C=C(C(=O)NC2=NN(C(=C2)C2=NC3=C(N2)C(=CC=C3)F)C)C=CC1OCCOC